ONC(=O)C1=CC=C2C=CN(C2=C1)CC1=CC=C(C=C1)OC N-Hydroxy-1-[(4-methoxyphenyl)methyl]-1H-indole-6-carboxamide